Tert-Butyl cis-3-((methylsulfonyl)amino)-2-((6-phenylpyridin-2-yl)methyl)piperidine-1-carboxylate CS(=O)(=O)N[C@@H]1[C@@H](N(CCC1)C(=O)OC(C)(C)C)CC1=NC(=CC=C1)C1=CC=CC=C1